C1(CC1)C=1C=C(N(N1)C)OC1=C(C=CC(=C1)F)C1=NC=C(C=N1)CN [2-[2-(5-cyclopropyl-2-methylpyrazol-3-yl)oxy-4-fluorophenyl]pyrimidin-5-yl]methanamine